C(#C)C1=CC=C(C=C1)C1=CC=C(C=C1)C#C 4,4'-diethynyl-biphenyl